cyclopropanecarboxylic acid (2-isopropyl-5-methylcyclohexyl) amide C(C)(C)C1C(CC(CC1)C)NC(=O)C1CC1